CN1C(C2=C(N=C(N=C2OC2(CC2)C)S(=O)C)C=C1)=O 6-methyl-4-(1-methylcyclopropoxy)-2-(methylsulfinyl)pyrido[4,3-d]pyrimidin-5(6H)-one